ClC1([C@H]([C@@H]1C1=CC(=CC(=C1)Cl)Cl)C(=O)NC1=CC(=C(C=C1)Cl)C(=O)NNC1=CC=C(C=C1)[N+](=O)[O-])Cl Trans-2,2-dichloro-N-(4-chloro-3-(2-(4-nitrophenyl)hydrazine-1-carbonyl)phenyl)-3-(3,5-dichlorophenyl)cyclopropane-1-carboxamide